(1R,2R)-N-(7-chloro-6-(1-((3R,4R)-4-hydroxy-3-methyltetrahydrofuran-3-yl)piperidin-4-yl)isoquinolin-3-yl)-2-methyl-2-(pyridin-2-yl)cyclopropane-1-carboxamide ClC1=C(C=C2C=C(N=CC2=C1)NC(=O)[C@H]1[C@@](C1)(C1=NC=CC=C1)C)C1CCN(CC1)[C@@]1(COC[C@@H]1O)C